C1(=CC=CC=C1)C(C1=CC=CC=C1)OC(CCCCCCCCCCCCCCCCC)=O octadecanoic acid-1,1-diphenylmethyl ester